4-[4-bromo-7-(2-fluoro-5-methyl-phenyl)-3-hydroxy-quinolin-2-yl]-4-oxo-butyric acid ethyl ester C(C)OC(CCC(=O)C1=NC2=CC(=CC=C2C(=C1O)Br)C1=C(C=CC(=C1)C)F)=O